C(C)(C)(C)NC(=O)C1=C(C2=C(N=C(N=C2C2=CC(=CC=C2)NC(CN2CCC2)=O)SC)S1)N tert-butyl-5-amino-2-methylthio-4-(3-(2-(azetidin-1-yl)-acetamido)-phenyl)-thieno[2,3-d]pyrimidine-6-carboxamide